FC1=C(C=2[C@@](C3=C(NC2N=C1)CC(C=C3)(C)C)(C3=CC=CC=C3)C)F (R)-3,4-difluoro-5,8,8-trimethyl-5-phenyl-5,8,9,10-tetrahydrobenzo[b][1,8]naphthyridin